NC1=NC=CC(=C1Cl)OC1=C(C=C(C=C1)C1=NN(C(=C1C(=O)N)C(F)(F)F)C1=NC=CC=C1)F (4-((2-amino-3-chloropyridin-4-yl)oxy)-3-fluorophenyl)-1-(pyridin-2-yl)-5-(trifluoromethyl)-1H-pyrazole-4-carboxamide